(2S,4S)-2-((S)-2-(3-fluoro-2-hydroxyphenyl)-4,5-dihydrothiazol-4-yl)-3-methylthiazolidine-4-carboxylic acid FC=1C(=C(C=CC1)C=1SC[C@H](N1)[C@@H]1SC[C@@H](N1C)C(=O)O)O